COCC=1NC2=CC(=C(C=C2C1)C)C(=O)NC1(CC1)C1=CC=CC2=CC=CC=C12 2-(Methoxymethyl)-5-methyl-N-(1-(naphthalen-1-yl)cyclopropyl)-1H-indole-6-carboxamide